CN1N=CC(=C1)C=1C=C2N(N=CC=C2N2CC3CCC(C2)N3[C@@H]3[C@@H](CC3)O)C1 |r| rac-(1R,2S)-2-(3-(6-(1-methyl-1H-pyrazol-4-yl)pyrrolo[1,2-b]pyridazin-4-yl)-3,8-diazabicyclo[3.2.1]oct-8-yl)cyclobutan-1-ol